Oxolan-3-yl N-(6-bromoimidazo[1,2-a]pyridin-2-yl)carbamate BrC=1C=CC=2N(C1)C=C(N2)NC(OC2COCC2)=O